O1C=2C(NCC1)CNC2 hexahydropyrrolo[3,4-b][1,4]oxazine